NC1=CC(=C(C(=N1)C1=C(C=C2C(NC(=NC2=C1F)OC[C@H]1N(CCC1)C)=O)Cl)C(F)(F)F)C 7-(6-amino-4-methyl-3-(trifluoromethyl)pyridin-2-yl)-6-chloro-8-fluoro-2-(((S)-1-methylpyrrolidin-2-yl)methoxy)quinazolin-4(3H)-one